N3-ethyl-2'-deoxycytidine C(C)N1C(N([C@H]2C[C@H](O)[C@@H](CO)O2)C=CC1=N)=O